(Z)-N'-(3-(3-(3-(pentafluoro-sulfaneyl)-5-(trifluoromethyl)phenyl)-1H-1,2,4-triazol-1-yl)acryloyl)cyclopropane-carbohydrazide FS(C=1C=C(C=C(C1)C(F)(F)F)C1=NN(C=N1)\C=C/C(=O)NNC(=O)C1CC1)(F)(F)(F)F